C1(=CC=CC=C1)C(C[Si](OC)(OC)OC)C1=CC=CC=C1 (2,2-diphenylethyl)trimethoxysilane